erythronate O=C([C@H](O)[C@H](O)CO)[O-]